2-bromo-6,7-dihydrobenzo[d]thiazol-4(5H)-one BrC=1SC2=C(N1)C(CCC2)=O